(2S,5R)-4-(4-(4-fluorophenyl)thiazol-2-yl)-2,5-dimethylpiperazine-1-carboxylic acid tert-butyl ester C(C)(C)(C)OC(=O)N1[C@H](CN([C@@H](C1)C)C=1SC=C(N1)C1=CC=C(C=C1)F)C